NC1=NC=NN2C1=C(C=C2C=2C=C(C(=O)N[C@@H]1CN(C[C@@H]1F)C(=O)C1CC(C1)F)C=CC2)C(F)(F)F 3-[4-amino-5-(trifluoromethyl)pyrrolo[2,1-f][1,2,4]triazin-7-yl]-N-[(3R,4S)-4-fluoro-1-(3-fluorocyclobutane-carbonyl)pyrrolidin-3-yl]benzamide